((1-(3-(trifluoromethyl)benzyl)-1H-1,2,3-triazol-4-yl)methyl)cinnamamide FC(C=1C=C(CN2N=NC(=C2)CC(C(=O)N)=CC2=CC=CC=C2)C=CC1)(F)F